N12CCN(C(CC1)CC2)C(=O)N2N=C(C1=C2CCC1)C1=CC=C(C=C1)OC(F)F 1,4-diazabicyclo[3.2.2]nonan-4-yl-[3-[4-(di-fluoromethoxy)phenyl]-5,6-dihydro-4H-cyclopenta[c]pyrazol-1-yl]-methanone